diethyl bicyclo[2.2.1]hept-5-ene-2,3-dicarboxylate C12C(C(C(C=C1)C2)C(=O)OCC)C(=O)OCC